C1=NC=CC2=CC=C(C=C12)C1=NC(=NC=C1C(=O)O)NC1=CC=C(C=C1)N1CCOCC1 4-(isoquinolin-7-yl)-2-((4-morpholinylphenyl)amino)pyrimidine-5-carboxylic acid